C(C1=CC=CC=C1)N1N=C(C(=C1)OCCN)Br 2-(1-benzyl-3-bromo-pyrazol-4-yl)oxyethanamine